C1CN2CCN1CC2 14-diazabicyclo[2.2.2]Octane